3-(5-Chloro-1,3-benzoxazol-2-yl)-3-azaspiro[5.5]undecan-9-amine 2,2,2-trifluoroacetic acid salt FC(C(=O)O)(F)F.ClC=1C=CC2=C(N=C(O2)N2CCC3(CC2)CCC(CC3)N)C1